5-[4-amino-5-(trifluoromethyl)pyrrolo[2,1-f][1,2,4]triazin-7-yl]-N-[(3R,4S)-1-(4,4-difluorocyclohexanecarbonyl)-4-fluoropyrrolidin-3-yl]-2-ethoxybenzamide NC1=NC=NN2C1=C(C=C2C=2C=CC(=C(C(=O)N[C@@H]1CN(C[C@@H]1F)C(=O)C1CCC(CC1)(F)F)C2)OCC)C(F)(F)F